(1S,2R,3S)-2-methyl-3-((R)-tetrahydrofuran-2-yl)cyclopropane-1-carboxylic acid C[C@H]1[C@@H]([C@H]1[C@@H]1OCCC1)C(=O)O